1-((3R,5R,8S,9S,10R,13S,14S,17S)-10-Fluoro-3-hydroxy-3,13-dimethylhexadecahydro-1H-cyclopenta[a]phenanthren-17-yl)-2-(5-methyl-1H-tetrazol-1-yl)ethan-1-one F[C@]12[C@H]3CC[C@@]4([C@H](CC[C@H]4[C@@H]3CC[C@@H]2C[C@](CC1)(C)O)C(CN1N=NN=C1C)=O)C